Di-(methoxysulfonylphenyl)-methylsulfonium hexafluoroantimonat F[Sb-](F)(F)(F)(F)F.COS(=O)(=O)C1=C(C=CC=C1)[S+](C)C1=C(C=CC=C1)S(=O)(=O)OC